6-(1H-indazol-7-yl)pyridazin N1N=CC2=CC=CC(=C12)C1=CC=CN=N1